3-(6-(((3R,4R)-1-(5-chloro-4-((1-(2-morpholinoethyl)-2-oxoindolin-5-yl)amino)pyrimidin-2-yl)-3-methylpiperidin-4-yl)amino)-1-methyl-1H-indazol-3-yl)piperidine-2,6-dione ClC=1C(=NC(=NC1)N1C[C@H]([C@@H](CC1)NC1=CC=C2C(=NN(C2=C1)C)C1C(NC(CC1)=O)=O)C)NC=1C=C2CC(N(C2=CC1)CCN1CCOCC1)=O